OCCN(CCCCCCCC(=O)OC(CCCCCCCC)CCCCCCCC)CCCCCC(OCCOCCOCCCCC)=O heptadecan-9-yl 8-((2-hydroxyethyl)(6-oxo-6-(2-(2-(pentyloxy)ethoxy)ethoxy)-hexyl)amino)octanoate